FC1=C(C=CC=C1)[C@H]1[C@@H](C1)NC1CCC(CC1)N N1-((trans)-2-(2-fluorophenyl)cyclopropyl)cyclohexane-1,4-diamine